NC1=NN2C(C=C(C=C2)C=2C=C(C(=NC2)OC)C(=O)NC([2H])C2=C(C=CC(=C2)OC(F)(F)F)F)=N1 5-{2-amino-[1,2,4]triazolo[1,5-a]pyridin-7-yl}-N-{[2-fluoro-5-(trifluoromethoxy)phenyl](deutero)methyl}-2-methoxypyridine-3-carboxamide